(1S,2S)-N-(6-(5-chloro-6-fluoro-7-(methylamino)-1H-indazol-4-yl)imidazo[1,2-a]pyridin-2-yl)-2-fluorocyclopropane-1-carboxamide ClC=1C(=C2C=NNC2=C(C1F)NC)C=1C=CC=2N(C1)C=C(N2)NC(=O)[C@H]2[C@H](C2)F